anti-lactose OC1[C@H](O)[C@@H](O)[C@H](O[C@H]2[C@H](O)[C@@H](O)[C@@H](O)[C@H](O2)CO)[C@H](O1)CO